CC1OC(CN(C1)C1=C(C=C(C=C1)NC1CC2(C1)CC(C2)N)F)C N2-(4-(2,6-dimethylmorpholino)-3-fluorophenyl)spiro[3.3]heptane-2,6-diamine